C(N)(=N)C=1C=C(SC1)[C@@H](C)NC(=O)[C@@H]1C[C@](CN1C(CNC(C1=CC=C(C=C1)OC1=CC=CC=C1)=O)=O)(F)COCCCCCC(=O)O 6-(((3R,5S)-5-(((R)-1-(4-carbamimidoylthiophen-2-yl)ethyl)carbamoyl)-3-fluoro-1-((4-phenoxybenzoyl)glycyl)pyrrolidin-3-yl)methoxy)hexanoic acid